3,5-Diamino-2-[3-[4-[(E)-3-oxo-3-[4-(4-pentylphenyl)phenyl]prop-1-enyl]phenoxy]propyl]benzoic acid NC=1C(=C(C(=O)O)C=C(C1)N)CCCOC1=CC=C(C=C1)\C=C\C(C1=CC=C(C=C1)C1=CC=C(C=C1)CCCCC)=O